5H-benzo[c][1,6]naphthyridin-6-one C1=C2C3=C(C(NC2=CC=N1)=O)C=CC=C3